ClC=1C=C(C=CC1OCC1CC1)B(O)O 3-CHLORO-4-(CYCLOPROPYLMETHOXY)PHENYLBORONIC ACID